C(C)(C)(C)OC(=O)NN=C(CCCC(=O)O)C#C[Si](C)(C)C 5-(tert-butoxycarbonylhydrazono)-7-trimethylsilyl-hept-6-ynoic acid